(2S,4R)-N-[(2S)-2-amino-3-[[4-[[3-[4-(cyanomethoxy)-2,3-difluorophenyl]imidazo[1,2-a]pyrazin-8-yl]amino]-2-methylbenzoyl]amino]propyl]-4-hydroxy-pyrrolidine-2-carboxamide N[C@H](CNC(=O)[C@H]1NC[C@@H](C1)O)CNC(C1=C(C=C(C=C1)NC=1C=2N(C=CN1)C(=CN2)C2=C(C(=C(C=C2)OCC#N)F)F)C)=O